ClC1=C(C(=CC=C1)F)NC(C1=C(C=C(C(=C1)F)N1N=C2COCCN2C1=O)O[C@@H](C)CCC)=O N-(2-chloro-6-fluorophenyl)-5-fluoro-4-(3-oxo-5,6-dihydro-3H-[1,2,4]triazolo[3,4-c][1,4]oxazin-2(8H)-yl)-2-[(2S)-pent-2-yloxy]benzamide